2-Oxopropane-1,3-diyl dinonanoate C(CCCCCCCC)(=O)OCC(COC(CCCCCCCC)=O)=O